C1(CCCCC1)NC1=C(N=C2N1C=CN=C2)C2=CC=C(C(=O)OC)C=C2 methyl 4-[3-(cyclohexylamino) imidazo[1,2-a]pyrazin-2-yl]benzoate